Methyl 2-benzyl-8-(pyridin-4-ylmethyl)-2,8-diazaspiro[4.5]decane-4-carboxylate C(C1=CC=CC=C1)N1CC2(C(C1)C(=O)OC)CCN(CC2)CC2=CC=NC=C2